ClC1=NC(=NC(=C1OC)C1=C(C=CC=C1C)C)NS(=O)(=O)C=1C=C(C(=O)OC)C=CC1 methyl 3-[[4-chloro-6-(2,6-dimethylphenyl)-5-methoxy-pyrimidin-2-yl]sulfamoyl]benzoate